bis(2,4-di-tert-butylphenyl) hydrogen phosphate P(=O)(OC1=C(C=C(C=C1)C(C)(C)C)C(C)(C)C)(OC1=C(C=C(C=C1)C(C)(C)C)C(C)(C)C)O